BrCC1=C(C=NC=C1C(=O)OC)F methyl 4-(bromomethyl)-5-fluoronicotinate